(2-(benzyloxy)-6-((7-(benzyloxy)-6-(methoxy-d)-1,2,3,4-tetrahydroisoquinolin-1-yl)Methyl)-3-methoxyphenyl)methanol C(C1=CC=CC=C1)OC1=C(C(=CC=C1OC)CC1NCCC2=CC(=C(C=C12)OCC1=CC=CC=C1)OC[2H])CO